CN(P(N(C)C)N(C)C)C hexamethyl-phosphorous triamide